N[C@H](C)C=1C=C(C=C2C(C=C(OC12)SCC)=O)C 8-[(1R)-1-Aminoethyl]-2-ethylsulfanyl-6-methyl-chromen-4-one